C(=C)C1C(C1)(C(=O)O)C(=O)O 2-vinylcyclopropane-1,1-dicarboxylic acid